NC=1C2=C(N=CN1)N(C=C2C=2SC=CN2)[C@H]2[C@@H]([C@@H]([C@H](C2)CNCCCNCCC2=CC=CC=C2)O)O (1R,2S,3R,5R)-3-[4-amino-5-(1,3-thiazol-2-yl)pyrrolo[2,3-d]pyrimidin-7-yl]-5-[({3-[(2-phenylethyl)amino]propyl}amino)methyl]cyclopentane-1,2-diol